1-bromo-5-ethyl-3-methylimidazo[1,5-a]pyrazin-8-amine BrC=1N=C(N2C1C(=NC=C2CC)N)C